4-Chloro-N-(4-cyclopropylphenyl)pyridin-2-amine ClC1=CC(=NC=C1)NC1=CC=C(C=C1)C1CC1